BrC1=C2C=C(NC2=C(C(=C1)Cl)Cl)C(=O)OCC ethyl 4-bromo-6,7-dichloro-1H-indole-2-carboxylate